BrC=1C=C(C(=NC1)C#N)Cl 5-bromo-3-chloropyridine-2-carbonitrile